C(C1=CC=CC=C1)N(C(=O)C=1N=CC2=CC=CC=C2C1)C1C(CN(CC1)S(=O)(=O)CCCC)CC N-benzyl-N-(1-(butylsulfonyl)-3-ethylpiperidin-4-yl)isoquinoline-3-carboxamide